cyano-N-(5-(2-methoxyphenyl)-1,3,4-thiadiazol-2-yl)acetamide C(#N)CC(=O)NC=1SC(=NN1)C1=C(C=CC=C1)OC